bis[4-(4-maleimidophenoxy) phenyl] sulfone C1(C=CC(N1C1=CC=C(OC2=CC=C(C=C2)S(=O)(=O)C2=CC=C(C=C2)OC2=CC=C(C=C2)N2C(C=CC2=O)=O)C=C1)=O)=O